7-fluoro-3-(methoxymethoxy)-6-methyl-8-((triisopropylsilyl)ethynyl)naphthalen-1-yl-triflic acid FC1=C(C=C2C=C(C=C(C2=C1C#C[Si](C(C)C)(C(C)C)C(C)C)OS(=O)(=O)C(F)(F)F)OCOC)C